B(O)(O)C=1C=C(C[C@H](N)C(=O)O)C=CC1 3-Borono-phenylalanine